Ethyl 2-[(4-bromo-2,5-difluoro-phenyl)methyl]-3-[[1-(difluoromethyl)cyclopropyl]methyl]-7-fluoro-benzimidazole-5-carboxylate BrC1=CC(=C(C=C1F)CC=1N(C2=C(N1)C(=CC(=C2)C(=O)OCC)F)CC2(CC2)C(F)F)F